COC1N([C@@H](CC1)COC)C(=O)OC(C)(C)C tert-butyl (5S)-2-methoxy-5-(methoxymethyl)pyrrolidine-1-carboxylate